CN(CC(=O)N1CCC(CC1)C=1C=C2C(=C(NC2=CC1)C=1C=C(C(N(C1)C)=O)C)C(C)C)C 5-(5-(1-(2-(dimethylamino)acetyl)piperidin-4-yl)-3-isopropyl-1H-indol-2-yl)-1,3-dimethylpyridin-2(1H)-one